N19-(6-(3-((3-((1r,4r)-4-hydroxycyclohexyl)-4-imino-5,6-diphenyl-3,4-dihydro-7H-pyrrolo[2,3-d]pyrimidin-7-yl)methyl)phenyl)hex-5-yn-1-yl)-4,7,10,13,16-pentaoxanonadecanediamide OC1CCC(CC1)N1C=NC2=C(C1=N)C(=C(N2CC=2C=C(C=CC2)C#CCCCCNC(CCOCCOCCOCCOCCOCCC(=O)N)=O)C2=CC=CC=C2)C2=CC=CC=C2